Cl.Cl.N[C@@H]1CN(C[C@@H](C1)C)C1=C(C=NC=C1)C1(C(C(=C(C=C1)F)C1=C(C(=CC=C1F)C(=O)N(C)C)F)F)C(=O)N 3-(4-((3S,5R)-3-amino-5-methylpiperidin-1-yl)pyridin-3-yl)-2,2',6,6'-tetrafluoro-N3',N3'-dimethyl-[1,1'-biphenyl]-3,3'-dicarboxamide dihydrochloride